dimethyl-sulfamoyl-[2-(4-pyrimidin-2-ylpyridazin-1-ium-1-yl)acetyl]azane CN(S(=O)(=O)NC(C[N+]1=NC=C(C=C1)C1=NC=CC=N1)=O)C